benzyl 5-bromo-1-(2,2-difluoroethyl)-2-methyl-4-oxo-1,4-dihydropyridine-3-carboxylate BrC=1C(C(=C(N(C1)CC(F)F)C)C(=O)OCC1=CC=CC=C1)=O